(2-fluoro-5-hydroxyphenyl)(6-[3-(2-fluoro-5-tolyl)-4-(trifluoromethyl)-1-pyrazolyl]-2-aza-2-spiro[3.3]heptyl)methanone FC1=C(C=C(C=C1)O)C(=O)N1CC2(C1)CC(C2)N2N=C(C(=C2)C(F)(F)F)C=2C=CC(=C(C2)C)F